6-bromo-8-cyclopentyl-5-methyl-2-(5-morpholin-4-yl-pyridin-2-ylamino)-8H-pyrido[2,3-d]Pyrimidin-7-one BrC1=C(C2=C(N=C(N=C2)NC2=NC=C(C=C2)N2CCOCC2)N(C1=O)C1CCCC1)C